BrC=1C=C(C=CC1Cl)[C@@H]1N(C(OC1)(C)C)C(=O)OC(C)(C)C tert-butyl (S)-4-(3-bromo-4-chlorophenyl)-2,2-dimethyloxazolidine-3-carboxylate